N-(4-(4-carbamoyl-5-((2-methoxypyridin-4-yl)amino)-1H-pyrazol-3-yl)phenyl)-3,4-dihydroquinoline-1(2H)-carboxamide C(N)(=O)C=1C(=NNC1NC1=CC(=NC=C1)OC)C1=CC=C(C=C1)NC(=O)N1CCCC2=CC=CC=C12